FC=1C=C(C=C(C1)F)[C@@H]1CCC2=NN(C(N21)=O)C21CC(C2)(C1)COC (5S)-5-(3,5-difluorophenyl)-2-[3-(methoxymethyl)bicyclo[1.1.1]pentan-1-yl]-2,5,6,7-tetrahydro-3H-pyrrolo[2,1-c][1,2,4]triazol-3-one